C(C1=CC=CC=C1)OC1=NC(=CC=C1C1=NN(C2=C(C=CC=C12)N1CCC(CC1)C1=CC=C(C=C1)B1OC(C(O1)(C)C)(C)C)C)OCC1=CC=CC=C1 3-(2,6-Bis(benzyloxy)pyridin-3-yl)-1-methyl-7-(4-(4-(4,4,5,5-tetramethyl-1,3,2-dioxaborolan-2-yl)phenyl)piperidin-1-yl)-1H-indazole